C(CCCCCCCCCCCCCCCCC)OP(=O)([O-])[O-] Monostearylphosphat